FC1=C(C(=O)NC2=CC(=CC=C2)C(F)(F)F)C=CC(=C1C1=CC2=C(N=C(N=C2)NC)N2C1=NCC2)C 2-fluoro-4-methyl-3-(2-(methylamino)-8,9-dihydroimidazo[1',2':1,6]pyrido[2,3-d]pyrimidin-6-yl)-N-(3-(trifluoromethyl)phenyl)benzamide